(S)-tert-butyl (1-((6-(6-chloroquinolin-4-yl)-4-methylpyridin-3-yl)oxy)-2,4-dimethylpentan-2-yl)carbamate ClC=1C=C2C(=CC=NC2=CC1)C1=CC(=C(C=N1)OC[C@@](CC(C)C)(C)NC(OC(C)(C)C)=O)C